5-ethoxy-3-(1-pentyl-1,2,3,6-tetrahydropyridin-4-yl)pyrrolo[3,2-b]pyridine C(C)OC1=CC=C2C(=N1)C(=CN2)C=2CCN(CC2)CCCCC